N-(4-(2-[(2S)-2-(1-hydroxy-isopropyl)pyrrolidinyl]-2-oxoethyl)phenyl){[(4-methoxyphenyl)methyl]amino}carboxamide OC(C)(C)[C@H]1N(CCC1)C(CC1=CC=C(C=C1)NC(=O)NCC1=CC=C(C=C1)OC)=O